C(C(O)C)(=O)OCCCCCCCCCCCC lauryl lactate